(2-benzylspiro[3,4-dihydropyrrolo[1,2-a]pyrazin-1,4'-piperidin]-1'-yl)-(4-isopropoxy-3-methyl-phenyl)methanone C(C1=CC=CC=C1)N1CCN2C(=CC=C2)C12CCN(CC2)C(=O)C2=CC(=C(C=C2)OC(C)C)C